NC1=C(C=C(C(=C1SC)N)SC)C 2,4-Diamino-3,5-dimethylthiotoluol